C(C=C)(=O)NCCC[N+](CCCS(=O)(=O)[O-])(C)C 3-((3-acrylamidopropyl)dimethylammonio)-propane-1-sulfonate